COC1=C(C=C(C=N1)C1=CC=C2C(=NNC2=C1)C(=O)NC)C(NCCCOCC(C)C)=O 6-(6-methoxy-5-{[3-(2-methylpropyloxy)propyl]carbamoyl}pyridin-3-yl)-N-methyl-1H-indazole-3-carboxamide